N-benzylazidoacetamide C(C1=CC=CC=C1)NC(CN=[N+]=[N-])=O